1-(3-fluoro-5-methoxybenzyl)cyclopropane-1-carboxylic acid FC=1C=C(CC2(CC2)C(=O)O)C=C(C1)OC